C1(=CC=CC=C1)C1=NC(=C(C(N1)=O)Br)C1=CC=CC=C1 2,6-diphenyl-5-bromopyrimidin-4-one